2,2-dimethylbutyric acid-d2 CC(C(=O)O)(C(C)([2H])[2H])C